1-benzyl-5-(1-tetrahydropyran-2-ylpyrazol-4-yl)piperidin-2-one C(C1=CC=CC=C1)N1C(CCC(C1)C=1C=NN(C1)C1OCCCC1)=O